(R)-5-(2-ethoxy-3-pyridinyl)-N-[(5-methyl-1,3,4-oxadiazol-2-yl)methyl]-1-[1-methylpropyl]pyrazolo[4,3-b]pyridin-7-amine C(C)OC1=NC=CC=C1C1=CC(=C2C(=N1)C=NN2[C@@H](CC)C)NCC=2OC(=NN2)C